NC1=C(C=C(C=N1)NC(C(=O)N1[C@@H](CC[C@H](C1)C)C=1C=C2CC(NC2=CC1)=O)=O)C N-(6-amino-5-methyl-3-pyridyl)-2-[(2S,5R)-5-methyl-2-(2-oxoindolin-5-yl)-1-piperidyl]-2-oxo-acetamide